(2S,3S,4R,5R)-N-ethyl-3,4-dihydroxy-5-(6-(methylamino)-2-(thiazol-5-yl)-9H-purin-9-yl)tetrahydrofuran-2-carboxamide C(C)NC(=O)[C@H]1O[C@H]([C@@H]([C@@H]1O)O)N1C2=NC(=NC(=C2N=C1)NC)C1=CN=CS1